(R)-N-(4,4-difluoro-1-methylpyrrolidin-3-yl)-5-(1-(3,3-difluorocyclobutyl)-1H-benzo[d][1,2,3]triazol-6-yl)-6-fluoro-4-methoxypyrrolo[2,1-f][1,2,4]triazin-2-amine FC1([C@@H](CN(C1)C)NC1=NN2C(C(=N1)OC)=C(C(=C2)F)C=2C=CC1=C(N(N=N1)C1CC(C1)(F)F)C2)F